C(#N)C1=C(N=C(S1)NC(=O)C1CCCC1)C1=CC=CC=C1 (1R,3S)-3-(5-Cyano-4-phenyl-1,3-thiazol-2-ylcarbamoyl)cyclopentan